allyl-3-methyl-1H-pyrazol-4-ol C(C=C)N1N=C(C(=C1)O)C